7-(tert-butyl)-4-propyl-1-thioxo-2,4-dihydrothieno[2,3-e][1,2,4]triazolo[4,3-a]pyrimidin-5(1H)-one C(C)(C)(C)C1=CC2=C(C(N(C=3N2C(NN3)=S)CCC)=O)S1